CC([C@H]1CC[C@H]2[C@@H]3CC[C@H]4CC(CC[C@]4(C)[C@H]3C(C[C@]12C)=O)=O)=O 5α-Pregnane-3,11,20-trione